OC1(CCN(CC1)C1=NC=CC(=C1)C(=O)NC1=NC2=C(N1)C(=CC=C2C=2C=NN(C2)C)OC)C 2-(4-hydroxy-4-methylpiperidin-1-yl)-N-[7-methoxy-4-(1-methyl-1H-pyrazol-4-yl)-1H-1,3-benzodiazol-2-yl]pyridine-4-carboxamide